1-(4-chloro-2-(methoxymethoxy)phenyl)-4-(methylthio)pyrrolo[1,2-d][1,2,4]triazine ClC1=CC(=C(C=C1)C=1C=2N(C(=NN1)SC)C=CC2)OCOC